(Z)-(2-((2-Isobutyramido-6-oxo-1H-purin-9(6H)-yl)methylene)cyclopropane-1,1-diyl)bis(methylene) diacetate C(C)(=O)OCC1(\C(\C1)=C/N1C=2N=C(NC(C2N=C1)=O)NC(C(C)C)=O)COC(C)=O